ClC1=CNC2=C(C=CC=C12)NS(=O)(=O)C=1C=NN(C1)CC N-(3-Chloro-1H-indol-7-yl)-1-ethyl-pyrazol-4-sulfonamid